O=C1NC(CCC1N1C(C2=CC=CC(=C2C1)OCC(=O)NCCCCCCCC1=CC(=CC=C1)C=1C(=NN2C1N=C(C=C2N2CCN(CC2)CCO)C2=CC=CC=C2)C)=O)=O 2-((2-(2,6-Dioxopiperidin-3-yl)-1-oxoisoindolin-4-yl)oxy)-N-(7-(3-(7-(4-(2-hydroxyethyl)piperazin-1-yl)-2-methyl-5-phenylpyrazolo[1,5-a]pyrimidin-3-yl)phenyl)-heptyl)acetamide